NC1=CC=C(C=C1)N1C(COCC1)=O (4-aminophenyl)-3-morpholinone